Methyl 8-((5-fluoro-1-methyl-1H-indol-3-yl)methyl)-2-phenethyl-2,8-diazaspiro[4.5]decane-4-carboxylate FC=1C=C2C(=CN(C2=CC1)C)CN1CCC2(C(CN(C2)CCC2=CC=CC=C2)C(=O)OC)CC1